7-[[2-fluoro-4-(pyrazol-1-yl)phenyl]amino]-1,6-naphthyridine-2-carboxylic acid FC1=C(C=CC(=C1)N1N=CC=C1)NC1=NC=C2C=CC(=NC2=C1)C(=O)O